C(C1=CC=CC=C1)OC(=O)N(CCCC(=O)O)C 4-(((benzyloxy)carbonyl)(methyl)amino)butyric acid